FS(C1=CC=C(N[C@@H]2CC[C@H](CC2)S(=O)(=O)C2=CC=C(C=C2)C2=CC=3N(C=C2)N=C(N3)C)C=C1)(F)(F)(F)F 4-(pentafluoro-λ6-sulfanyl)-N-[trans-4-(4-{2-methyl-[1,2,4]triazolo[1,5-a]pyridin-7-yl}benzenesulfonyl)cyclohexyl]aniline